1-phenyl-3-(difluoromethyl)-1H-pyrazole-4,5-dicarboxylic acid dimethyl ester COC(=O)C=1C(=NN(C1C(=O)OC)C1=CC=CC=C1)C(F)F